C(CCC)OC(=O)N1CC2(CC1)NCCCC2 butyl-2,6-diazaspiro[4.5]decane-2-carboxylate